COC(CC[C@@H](C)[C@H]1CC[C@H]2[C@@H]3CCC4CCCC[C@]4(C)[C@H]3CC[C@]12C)=O cholanic acid-24-methyl ester